2-chloro-4-[(2-cyclopropyl-benzyl)amino]pyrimidin-5-carboxamide ClC1=NC=C(C(=N1)NCC1=C(C=CC=C1)C1CC1)C(=O)N